C(CC)(=O)O.C(CC)(=O)O.C(CC)(=O)O.C(CCC)OCCCNCCCN butoxypropylaminopropylamine tripropionate